3-bromo-4-chlorophenyl 2,4,6-tri-O-acetyl-3-deoxy-3-[4-(2-thiazolyl)-1H-1,2,3-triazol-1-yl]-1-thio-alpha-D-galactopyranoside C(C)(=O)O[C@H]1[C@@H](SC2=CC(=C(C=C2)Cl)Br)O[C@@H]([C@@H]([C@@H]1N1N=NC(=C1)C=1SC=CN1)OC(C)=O)COC(C)=O